3-[(3-aminopropylamino)methyl]-N-[4-[4-[6-methyl-4-(trifluoromethyl)-2-pyridinyl]piperazin-1-yl]sulfonylphenyl]benzamide NCCCNCC=1C=C(C(=O)NC2=CC=C(C=C2)S(=O)(=O)N2CCN(CC2)C2=NC(=CC(=C2)C(F)(F)F)C)C=CC1